4-(3-(2-hydroxypropan-2-yl)phenyl)-6-methyl-7-oxo-6,7-dihydro-1H-pyrrolo[2,3-c]pyridine OC(C)(C)C=1C=C(C=CC1)C=1C2=C(C(N(C1)C)=O)NC=C2